[Na+].C(CCC)C=1C(=C(C2=CC=CC=C2C1)S(=O)(=O)[O-])CCCC dibutylnaphthalenesulphonic acid sodium salt